C(C)(=O)OC1=C(C=CC(=C1)C1CCC1)N1N=C2CCN(C[C@H]3C2=C1CCN3C(=O)C=3C1=C(C(=NC3)C(F)(F)F)NN=C1)C(C=C)=O |o1:21| (R or S)-2-(7-acryloyl-5-(7-(trifluoromethyl)-1H-pyrazolo[3,4-c]pyridine-4-carbonyl)-3,4,5,5a,6,7,8,9-octahydro-2H-1,2,5,7-tetraazabenzo[cd]azulen-2-yl)-5-cyclobutylphenyl acetate